ethyl-cis-2-[[(5s,7s)-7-fluoro-5-phenyl-6,7-dihydro-5H-pyrrolo[1,2-b][1,2,4]triazol-2-yl]thio]cyclopropanecarboxylic acid C(C)[C@]1([C@@H](C1)SC=1N=C2N(N1)[C@@H](C[C@@H]2F)C2=CC=CC=C2)C(=O)O